C(#N)CC1=C2CC(CN(C2=CC=C1)C1=CC=C(C=C1)C(F)(F)F)CNC(C=C)=O N-((5-(cyanomethyl)-1-(4-(trifluoromethyl)phenyl)-1,2,3,4-tetrahydroquinolin-3-yl)methyl)acrylamide